FC1=C(C=CC=C1)C=1C=C2CC(CC2=CC1)C(=O)N1CCC2=CC=C(C=C12)S(=O)(=O)N 1-(5-(2-fluorophenyl)-2,3-dihydro-1H-indene-2-carbonyl)indoline-6-sulfonamide